CC=1C=C(CNC(=CC(C)=O)SC)C=CC1 4-((3-methylbenzyl)amino)-4-(methylthio)but-3-en-2-one